C(C)(C)(C)[C@H]1N2C(C=3N(N=C4C(=CC=CC34)OCCCCCCC(=O)O)C1)=CC(C(=C2)C(=O)OCC)=O (R)-7-((6-(tert-butyl)-3-(ethoxycarbonyl)-2-oxo-6,7-dihydro-2H-pyrido[2',1':3,4]pyrazino[1,2-B]indazol-10-yl)oxy)heptanoic acid